(N-[4-Amino-5-[4-(difluoromethoxy)benzoyl]thiazol-2-yl]-4-chloroanilino)propanamid NC=1N=C(SC1C(C1=CC=C(C=C1)OC(F)F)=O)N(C1=CC=C(C=C1)Cl)C(C(=O)N)C